1-(4-(4-((3-chloro-4-((4-methoxypyridin-3-yl)methoxy)phenyl)amino)-7H-pyrrolo[2,3-d]pyrimidin-5-yl)piperidin-1-yl)prop-2-en-1-one ClC=1C=C(C=CC1OCC=1C=NC=CC1OC)NC=1C2=C(N=CN1)NC=C2C2CCN(CC2)C(C=C)=O